(2,2-Dimethylpiperidin-1-yl)-5-(trifluoromethyl)aniline iron [Fe].CC1(N(CCCC1)NC1=CC=CC(=C1)C(F)(F)F)C